N-(6-methoxy-2-(1-(2-oxoethyl)piperidin-4-yl)-2H-indazol-5-yl)-6-(trifluoromethyl)pyridine COC=1C(=CC2=CN(N=C2C1)C1CCN(CC1)CC=O)N1CC=CC=C1C(F)(F)F